tert-Butyl 3-(2-trimethylsilylethynyl)azetidine-1-carboxylate C[Si](C#CC1CN(C1)C(=O)OC(C)(C)C)(C)C